3-(((benzyloxy)carbonyl) (methyl)amino)-4-(chlorosulfonyl)phenyl benzoate C(C1=CC=CC=C1)(=O)OC1=CC(=C(C=C1)S(=O)(=O)Cl)N(C)C(=O)OCC1=CC=CC=C1